3,5-bis(1,1-dimethylethyl)-4-benzenepropanoic acid CC(C)(C)C=1C=CC=C(C1CCC(=O)O)C(C)(C)C